FC(C)(F)C1=CC=C(C(=N1)C)S(=O)(=O)N1CC2(C1)CC(C2)N2CC1(CCO1)C2 6-(2-((6-(1,1-Difluoroethyl)-2-methylpyridin-3-yl)sulfonyl)-2-azaspiro[3.3]hept-6-yl)-1-oxa-6-azaspiro[3.3]heptane